ONC(=O)C=1C=2CN(CC2C=CC1)C=1OC=2C(=NC=CC2)N1 N-hydroxy-2-(oxazolo[4,5-b]pyridin-2-yl)isoindoline-4-carboxamide